9-[3-fluoro-4-(1-methylethoxy)phenyl]-3,4-dihydropyrido[2,1-c][1,2,4]thiadiazine 2,2-dioxide FC=1C=C(C=CC1OC(C)C)C1=CC=CN2C1=NS(CC2)(=O)=O